COC1=C(C(=C(C=O)C(=C1)C)C)C 4-methoxy-2,3,6-trimethylbenzaldehyde